CC1=CC=C(C=C1)S(=O)(=O)OCCOCCOCCOCC1=CC=CC=C1 2-(2-(2-(benzyloxy)ethoxy)ethoxy)ethyl 4-methylbenzenesulfonate